3,4-dihydro-5-oxa-1,2a-diazaacenaphthylene-7-amide N1=CN2CCOC3=CC(=CC1=C23)C(=O)N